tert-butyl(1-fluoro-4-hydroxy-5-((triisopropylsilyl)ethynyl)naphthalene-2-yl) carbamate C(N)(OC1=C(C2=CC=CC(=C2C(=C1C(C)(C)C)O)C#C[Si](C(C)C)(C(C)C)C(C)C)F)=O